BrC=1C=CC2=C(C(=CO2)N2C(NC(CC2)=O)=O)C1 1-(5-Bromobenzofuran-3-yl)dihydropyrimidine-2,4(1H,3H)-dione